1-(4-((3S,4R)-7-hydroxy-3-(p-tolyl)isochroman-4-yl)phenyl)piperidine-4-carbaldehyde OC1=CC=C2[C@H]([C@H](OCC2=C1)C1=CC=C(C=C1)C)C1=CC=C(C=C1)N1CCC(CC1)C=O